NC1=NC(=NC=C1)[C@@H]1C[C@H](CCC1)O |r| racemic-(1S,3S)-3-(4-aminopyrimidin-2-yl)cyclohexan-1-ol